FC(S(=O)(=O)O[C@H]1C[C@H](C1)OC1CCN(CC1)C(=O)OC(C)(C)C)(F)F cis-tert-butyl 4-[3-(trifluoromethylsulfonyloxy)cyclobutoxy]piperidine-1-carboxylate